5-[2-(4-Propan-2-ylphenyl)ethyl]benzene-1,3-diol CC(C)C1=CC=C(C=C1)CCC=1C=C(C=C(C1)O)O